C(=O)C1CN(CC12CN(C2)C(=O)OC(C)(C)C)C(=O)OCC2=CC=CC=C2 6-benzyl 2-(tert-butyl) 8-formyl-2,6-diazaspiro[3.4]octane-2,6-dicarboxylate